6-(5-methoxy-6-(4-methoxybenzyloxy)pyridin-3-ylamino)-3-morpholinoquinoxaline-5-carbonitrile COC=1C=C(C=NC1OCC1=CC=C(C=C1)OC)NC1=C(C=2N=C(C=NC2C=C1)N1CCOCC1)C#N